ClC(OC1=CC=C(C=C1)NC(C1=CN=C(C(=C1)C1=NC=CN=C1)N1C[C@@H](CC1)F)=O)(F)F (R)-N-(4-(chlorodifluoromethoxy)phenyl)-6-(3-fluoropyrrolidin-1-yl)-5-(pyrazine-2-yl)nicotinamide